5-Cyano-3-(4-((2-fluoro-2-methylpropyl)carbamoyl)-3-methoxyphenyl)-4-(2-methyl-4-nitrophenyl)-1H-pyrrole-2-carboxylic acid C(#N)C1=C(C(=C(N1)C(=O)O)C1=CC(=C(C=C1)C(NCC(C)(C)F)=O)OC)C1=C(C=C(C=C1)[N+](=O)[O-])C